Ethyl 2-(3-(1-(2-fluoro-5-((6-fluoro-4-(methylsulfonyl)-1-tosyl-1H-indol-5-yl)oxy)phenyl)-1H-pyrazol-3-yl)-3-methyl-2,3-dihydrobenzofuran-7-yl)acetate FC1=C(C=C(C=C1)OC=1C(=C2C=CN(C2=CC1F)S(=O)(=O)C1=CC=C(C)C=C1)S(=O)(=O)C)N1N=C(C=C1)C1(COC2=C1C=CC=C2CC(=O)OCC)C